(1S,3S,5S)-2-(2-(3-acetyl-5-(2-methylpyrimidin-5-yl)-1H-indazol-1-yl)acetyl)-N-(6-bromopyridin-2-yl)-5-((dimethylamino)methyl)-2-azabicyclo[3.1.0]hexane-3-carboxamide C(C)(=O)C1=NN(C2=CC=C(C=C12)C=1C=NC(=NC1)C)CC(=O)N1[C@H]2C[C@]2(C[C@H]1C(=O)NC1=NC(=CC=C1)Br)CN(C)C